ClC[Si](OCCC(C)C)(C)C chloromethyl-(dimethyl)isopentoxysilane